CO[C@H]1[C@@H](SC=2C=NC=C(C2)Br)O[C@@H]([C@@H]([C@@H]1N1N=NC(=C1)C=1SC=CN1)O)CO 5-bromopyridin-3-yl 3-deoxy-2-O-methyl-3-[4-(2-thiazolyl)-1H-1,2,3-triazol-1-yl]-1-thio-alpha-D-galactopyranoside